3-adamantanedimethylamine C12(CC3(CC(CC(C1)C3)C2)CN)CN